C1(CC1)C1=NC=C(C=N1)C(=O)NC=1C(=NC=CC1)OC 2-cyclopropyl-N-(2-methoxypyridin-3-yl)pyrimidine-5-carboxamide